ClC=1SC(=C(C1C)Cl)C 2,4-dichloro-3,5-dimethylthiophene